benzyl N-{[4-(3-{2-[2-(2-{[(tert-butoxy)carbonyl]amino}ethoxy)ethoxy]ethoxy}propanamido)phenyl]methyl}carbamate C(C)(C)(C)OC(=O)NCCOCCOCCOCCC(=O)NC1=CC=C(C=C1)CNC(OCC1=CC=CC=C1)=O